(S)-2-bromo-N-(1-(p-tolyl)ethyl)acetamide BrCC(=O)N[C@@H](C)C1=CC=C(C=C1)C